NC=1OC2=C3C(=CC=C2C(C1C#N)C1=CC=CC=C1)C=CC=C3 2-Amino-4-phenyl-4H-benzo[h]chromene-3-carbonitrile